(S)-1-cyano-N-(4-(6-cyano-5-(dimethylamino)pyridin-2-yl)thiazol-2-yl)-N-methylpyrrolidine-2-carboxamide C(#N)N1[C@@H](CCC1)C(=O)N(C)C=1SC=C(N1)C1=NC(=C(C=C1)N(C)C)C#N